4-(2-hydroxytetradecyloxyphenyl)phenyliodide OC(COC1=C(C=CC=C1)C1=CC=C(C=C1)I)CCCCCCCCCCCC